1-{1-[4-chloro-4'-(4-ethylpiperazin-1-yl)[biphenyl]-2-yl]-5,5-difluoropiperidin-3-yl}-5-(difluoromethyl)-1H-pyrazole-4-carboxylic acid ClC1=CC(=C(C=C1)C1=CC=C(C=C1)N1CCN(CC1)CC)N1CC(CC(C1)(F)F)N1N=CC(=C1C(F)F)C(=O)O